C1(=CC=CC=C1)S(=O)(=O)N1N=C(C=C1)B(O)O (1-(benzenesulfonyl)-1H-pyrazol-3-yl)boronic acid